(S)-3-(difluoromethyl)-5,7,8,8-tetramethyl-6-oxo-5-phenyl-5,6,7,8,9,10-hexahydropyrido[2,3-b][1,6]naphthyridine-4-carbonitrile FC(C1=C(C2=C(NC=3CC(N(C(C3[C@]2(C2=CC=CC=C2)C)=O)C)(C)C)N=C1)C#N)F